C(#N)C1=CC=C(COC=2C=C3C(N(C(C3=CC2)=O)C=2C(=C(C=CC2)C2=CC=CC=C2)C)=O)C=C1 5-((4-cyanobenzyl)oxy)-2-(2-methyl-[1,1'-biphenyl]-3-yl)isoindole-1,3-dione